N=1C=CN2C1C=CC(=C2)NC(=O)C=2C=NN(C2C(F)(F)F)C2=C1C=CNC(C1=CC=C2)=C=O N-(imidazo[1,2-a]pyridin-6-yl)-1-(1-carbonyl-1,2-dihydroisoquinolin-5-yl)-5-(trifluoromethyl)-1H-pyrazole-4-carboxamide